C1(CC1)[SiH2][Hf](C1=C(CC=2C=C3C(=CC12)C(CCC3(C)C)(C)C)C)C3=C(CC=1C=C2C(=CC31)C(CCC2(C)C)(C)C)C cyclopropylsilyl-bis(2-(methyl)-5,5,8,8-tetramethyl-5,6,7,8-tetrahydrobenz(f)indenyl)hafnium